C(C)C1CN(C=C(O1)C)O 6-ethyl-4-hydroxyl-2-methyl-6H-[1,4]oxazine